C(C)(C)(C)OC(=O)N1CCC(CC1)OC1=C(C=C(C=C1)Cl)Br 4-(2-bromo-4-chlorophenoxy)piperidine-1-carboxylic acid tert-butyl ester